bis(2-amino-4,6-bis(hydroxyethylamino)-1,3,5-triazinyl)phosphinic acid NC1N(C(=NC(=N1)NCCO)NCCO)P(O)(=O)N1C(N=C(N=C1NCCO)NCCO)N